O=C1C(=CN=CN1)C(=O)N 6-oxopyrimidine-5-carboxamide